spiro[4H-quinoline-3,1'-cyclopropane]-2-one C12(CC1)C(NC1=CC=CC=C1C2)=O